C1(=CC=CC=C1)C(C(=O)O)=O.C(C=O)(=O)OC1=CC=CC=C1 phenyl glyoxalate (phenyl glyoxalate)